C(C)(C)(C)OC(N(C(=O)OC(C)(C)C)C1=C(C(=CC=C1Br)OC)C([2H])([2H])[2H])=O N-[6-bromo-3-methoxy-2-(trideuteromethyl)phenyl]-N-tert-butoxycarbonyl-carbamic acid tert-butyl ester